methyl (5-((4-((2-(dimethylamino)ethyl)(methyl)amino)phenyl)thio)-1H-benzo[d]imidazol-2-yl)carbamate CN(CCN(C1=CC=C(C=C1)SC1=CC2=C(NC(=N2)NC(OC)=O)C=C1)C)C